1-butyl-2,3-dimethylimidazolium methylsulfate COS(=O)(=O)[O-].C(CCC)N1C(=[N+](C=C1)C)C